CN1C(CNC=2C1=NC(=CN2)C=2C(=NC(=CC2)C2=NN=CN2)C)=O 1-methyl-7-(2-methyl-6-(4H-1,2,4-triazol-3-yl)pyridin-3-yl)-3,4-dihydropyrazino[2,3-b]pyrazin-2(1H)-one